FC=1C=C2C(=C(N(C2=CC1)CC1OC1)C)C 5-fluoro-2,3-dimethyl-1-(oxiran-2-ylmethyl)-1H-indole